[(3R,5R)-3-amino-5-fluoro-1-piperidyl]-[2-[11-ethyl-9-(3-hydroxypropyl)-1,9-diazatricyclo[6.3.1.04,12]dodeca-2,4(12),5,7-tetraen-2-yl]-7-methoxy-1-methyl-benzimidazol-5-yl]methanone N[C@H]1CN(C[C@@H](C1)F)C(=O)C1=CC2=C(N(C(=N2)C=2N3C(CN(C4=CC=CC(C2)=C34)CCCO)CC)C)C(=C1)OC